N-(4-hydroxy-3-(methylsulfonylamino)phenyl)-4-(2-methyl-1H-benzo[D]imidazol-6-yl)benzamide OC1=C(C=C(C=C1)NC(C1=CC=C(C=C1)C=1C=CC2=C(NC(=N2)C)C1)=O)NS(=O)(=O)C